C1(=CC=CC2=CC=CC=C12)CC=1C(=C2N(C(C1)=O)C(CS2)CC(=O)O)C2=CC(=CC=C2)C(F)(F)F 2-(7-(naphthalen-1-ylmethyl)-5-oxo-8-(3-(trifluoromethyl)phenyl)-2,3-dihydro-5H-thiazolo[3,2-a]pyridin-3-yl)acetic acid